(Z)-7-[(1R,2R,3R,5S)-2-[(E)-3,3-difluoro-4-phenoxybut-1-enyl]-3,5-dihydroxycyclopentyl]hept-5-enoic acid prop-2-yl ester CC(C)OC(CCC\C=C/C[C@@H]1[C@H]([C@@H](C[C@@H]1O)O)\C=C\C(COC1=CC=CC=C1)(F)F)=O